2-(6-((5-Fluoropiperidin-3-yl)amino)pyridazin-3-yl)-3-methyl-5-(trifluoromethyl)phenol FC1CC(CNC1)NC1=CC=C(N=N1)C1=C(C=C(C=C1C)C(F)(F)F)O